COC=1C=C(C=C(C(=O)OC)C#N)C=CC1 methyl 3-methoxy-α-cyanocinnamate